C1(=CC=C(C=C1)N1N=CC=CC1=O)C (p-tolyl)pyridazin-3(2H)-one